tert-butyl 6-(3-chloro-4-methyl-phenyl)-3-methyl-3,4-dihydro-2H-pyridine-1-carboxylate ClC=1C=C(C=CC1C)C1=CCC(CN1C(=O)OC(C)(C)C)C